C(=CC)N1C[C@@H](CCC1)N1N=C(C=2C1=NC=NC2N)C2=CC=C(C1=C2OCO1)NC(=O)C=1NC=CC1 (R)-N-(7-(1-(1-propenylpiperidin-3-yl)-4-amino-1H-pyrazolo[3,4-d]pyrimidin-3-yl)benzo[d][1,3]dioxol-4-yl)-1H-pyrrole-2-carboxamide